ClC=1C=C2C=NN(C2=C(C1)C(=O)O)CC1=NC=C(C=N1)C1=CC(=CC(=C1)OC)F 5-chloro-1-((5-(3-fluoro-5-methoxyphenyl)pyrimidin-2-yl)methyl)-1H-indazole-7-Formic acid